O=C1NC2=CC=CC=C2C(C1)CCC(=O)O dihydro-2-oxo-4-quinolinepropionic acid